C1(CC1)N1C=C(C(C2=CC(=C(C=C12)N1C[C@H](CCC1)O)F)=O)CN([C@@H]1CN(CCC1)C1=NC=CN=C1)CC1=CC(=NC=C1)C 1-cyclopropyl-6-fluoro-7-[(3S)-3-hydroxypiperidin-1-yl]-3-({[(2-methylpyridin-4-yl)methyl][(3S)-1-(pyrazin-2-yl)piperidin-3-yl]amino}methyl)-1,4-dihydroquinolin-4-one